(S)-1-cyano-N-(6-(5-(trifluoromethyl)-1H-pyrazol-4-yl)isoquinolin-3-yl)pyrrolidine-3-carboxamide C(#N)N1C[C@H](CC1)C(=O)NC=1N=CC2=CC=C(C=C2C1)C=1C=NNC1C(F)(F)F